N-{4-[4-(2-Fluorophenyl)piperazin-1-yl]phenyl}-4-methoxybenzamide FC1=C(C=CC=C1)N1CCN(CC1)C1=CC=C(C=C1)NC(C1=CC=C(C=C1)OC)=O